BrC1=C(C=C(C=C1O)\C=C\C1=CSC=C1)O (E)-2-bromo-5-(2-(thiophene-3-yl)vinyl)benzene-1,3-diol